C(C)(C)(C)OC(=O)N1C(CNCC1)CO[Si](C)(C)C(C)(C)C ((tert-Butyldimethylsilyloxy)methyl)piperazine-1-carboxylic acid tert-butyl ester